C1C=CCCCCCCCCCCCC1 2-Cyclopentadecen